FC(C)(F)C=1C=C(C=CC1)NC(=O)C=1C(=NN(C1CO)C1=CC=C(C=C1)OC(F)F)C N-[3-(1,1-difluoroethyl)phenyl]-1-[4-(difluoromethoxy)phenyl]-5-(hydroxymethyl)-3-methyl-pyrazole-4-carboxamide